NC[C@H](C1=CC(=CC=C1)Cl)NC(=O)C=1N=CN(C1)C1=NC(=NC=C1C)NC1=CC2=C(OCO2)C=C1 (S)-N-(2-amino-1-(3-chlorophenyl)ethyl)-1-(2-(benzo[d][1,3]dioxol-5-ylamino)-5-methylpyrimidin-4-yl)-1H-imidazole-4-carboxamide